(2S,4S)-4-fluoro-1-[2-[(3S)-3-[(8-methyl-6-quinolinyl)amino]pyrrolidin-1-yl]acetyl]pyrrolidine-2-carbonitrile F[C@H]1C[C@H](N(C1)C(CN1C[C@H](CC1)NC=1C=C2C=CC=NC2=C(C1)C)=O)C#N